adipoamide C(CCCCC(=O)N)(=O)N